C(C)N(CCCCOC1=CC=C(C=C1)C=1OC=2C3=C(C=CC2C(C1)=O)OC(O3)(C3=CC=CC=C3)C3=CC=CC=C3)CC3=C(C=CC=C3)OC 8-(4-(4-(Ethyl(2-methoxybenzyl)amino)butoxy)phenyl)-2,2-diphenyl-6H-[1,3]dioxolo[4,5-h]chromen-6-one